ClC=1C=C(COC2=CC=CC(=N2)C2=C(C=C(CC3=NC4=C(N3CC3OCCC3)C=C(C=C4)C(=O)O)C=C2)F)C=C(C1)F 2-(4-(6-(3-Chloro-5-fluorobenzyloxy)pyridin-2-yl)-3-fluorobenzyl)-1-((tetrahydrofuran-2-yl)methyl)-1H-benzo[d]imidazole-6-carboxylic acid